C(C)(C)(C)OC(NC1=NC=CC(=C1)C=1C=C2C(=NNC2=C(C1)C1=CC=C(C=C1)CCN1CCOCC1)N)=O (4-(3-Amino-7-(4-(2-morpholinoethyl)phenyl)-1H-indazol-5-yl)pyridin-2-yl)carbamic acid tert-butyl ester